F[C@H]1C[C@@H](CNC1)NC1=NC=CC(=N1)C1=C(N=C(S1)C)OC1=CC=C(C2=CC=CC=C12)NCCC(F)(F)F N-[(3S,5S)-5-fluoro-3-piperidyl]-4-[2-methyl-4-[[4-(3,3,3-trifluoropropylamino)-1-naphthyl]oxy]thiazol-5-yl]pyrimidin-2-amine